C(CC(=C(C(=O)N)O)O)C=CC(=O)N dihydroxyethylene-bis-acrylamide